CC(C)(C)OC([C@@H](NC1=C(C=C(C=C1)C(=O)NC)[N+](=O)[O-])CC(C)C)=O |r| {4-[(methylamino)carbonyl]-2-nitrophenyl}-DL-leucine-2-methylpropan-2-yl ester